5-Methyl-2-(1-methyl-1H-imidazol-2-yl)-6-(1-methyl-1H-pyrazol-3-yl)-4-(5-methyl-2,3-dihydro-1H-pyrrolo[2,3-b]pyridin-1-yl)pyrrolo[2,1-f][1,2,4]triazine CC=1C(=CN2N=C(N=C(C21)N2CCC=1C2=NC=C(C1)C)C=1N(C=CN1)C)C1=NN(C=C1)C